C(C)C=1C=NC(=NC1)N1CCC(CC1)CCCOC1=CC(=C(C=C1)CC=O)F 2-(4-(3-(1-(5-ethylpyrimidin-2-yl)piperidin-4-yl)propoxy)-2-fluorophenyl)ethan-1-one